4'-{[3-(methanesulfonylsulfamoyl)-1-(4-methoxybenzoyl)pyrrolidin-3-yl]methoxy}-[1,1'-biphenyl]-4-carbonitrile CS(=O)(=O)NS(=O)(=O)C1(CN(CC1)C(C1=CC=C(C=C1)OC)=O)COC1=CC=C(C=C1)C1=CC=C(C=C1)C#N